FC1=CC=C(C(=O)C2(CC2)C(=O)N)C=C1 1-(4-fluorobenzoyl)cyclopropane-1-carboxamide